Cl.Cl.C1(CC1)[C@H]1CN(CCN1)C=1N=NC(=CN1)C1=C(C=C(C=C1)C1=C2N(N=C1)CCC2)O 2-{3-[(3S)-3-cyclopropylpiperazin-1-yl]-1,2,4-triazin-6-yl}-5-(5,6-dihydro-4H-pyrrolo[1,2-b]pyrazol-3-yl)phenol dihydrochloride